P(=O)([O-])([O-])[O-].[Ba+2].[Yb+3] ytterbium-barium phosphate